O=C1NCC2(C1)CCN(CC2)C(=O)[O-] 3-oxo-2,8-diazaspiro[4.5]decane-8-carboxylate